6-Methoxy-4-(4-methoxy-phenyl)-[2,2']bipyridinyl-5-carbonitrile COC1=C(C(=CC(=N1)C1=NC=CC=C1)C1=CC=C(C=C1)OC)C#N